N-((S)-(7-((S)-Cyclopropyl(4,4,4-trifluorobutanamido)methyl)imidazo[1,2-a]pyrimidin-2-yl)(4,4-difluorocyclohexyl)methyl)-1-(cyclopropylmethyl)-1H-1,2,4-triazole-5-carboxamide C1(CC1)[C@@H](C1=NC=2N(C=C1)C=C(N2)[C@@H](NC(=O)C2=NC=NN2CC2CC2)C2CCC(CC2)(F)F)NC(CCC(F)(F)F)=O